1-(6-(hydroxymethyl)spiro[3.3]heptan-2-yl)-3-(4-methoxybenzyl)urea OCC1CC2(CC(C2)NC(=O)NCC2=CC=C(C=C2)OC)C1